C(C)(C)(C)OC(=O)N1CC(C1)C=1C=NC(=CC1)OC1=C(C=CC=C1)Cl 3-[6-(2-chlorophenoxy)-3-pyridinyl]azetidine-1-carboxylic acid tert-butyl ester